(+/-)-isopropyl (1S,3S)-3-((6-(5-(((cyclopentyl(methyl)carbamoyl)oxy)methyl)-1-methyl-1H-pyrazol-4-yl)pyridin-3-yl)oxy)cyclohexane-1-carboxylate C1(CCCC1)N(C(=O)OCC1=C(C=NN1C)C1=CC=C(C=N1)O[C@@H]1C[C@H](CCC1)C(=O)OC(C)C)C |r|